N-{6-[(3-cyclopropyl-1H-pyrazol-5-yl)amino]-5-methoxy-1,2-benzoxazol-3-yl}-4-(1,2-dimethoxyethyl)-2,6-dimethoxybenzene-1-sulfonamide C1(CC1)C1=NNC(=C1)NC1=CC2=C(C(=NO2)NS(=O)(=O)C2=C(C=C(C=C2OC)C(COC)OC)OC)C=C1OC